1-(tert-Butyl)azetidin-3-yl Methanesulfonate CS(=O)(=O)OC1CN(C1)C(C)(C)C